Cl.C1(CCCC1)S(=O)(=O)C=1C=C(C=CC1)NC(C1=C(N=C(C=C1)NC(CO)(C)C)N1CCC2(CC2)CC1)=O N-(3-(cyclopentylsulfonyl)phenyl)-6-((1-hydroxy-2-methylpropan-2-yl)amino)-2-(6-azaspiro[2.5]octan-6-yl)nicotinamide hydrochloride